tert-butyl 4-(methylamino)-2-pyrrolidin-3-yl-7,8-dihydro-5H-pyrido[4,3-d]pyrimidine-6-carboxylate CNC=1C2=C(N=C(N1)C1CNCC1)CCN(C2)C(=O)OC(C)(C)C